BrC1=C(C=CC(=C1)C1=NN(C=N1)C1=CC=C(C=C1)OC(F)(F)F)NC(=O)\N=C\1/SCC(N1C1=C(C=CC(=C1)C)C(C)OC)=O (Z)-1-(2-bromo-4-(1-(4-(trifluoromethoxy)phenyl)-1H-1,2,4-triazol-3-yl)phenyl)-3-(3-(2-(1-methoxyethyl)-5-methylphenyl)-4-oxothiazolidin-2-ylidene)urea